4-((3-(cyclopropyldifluoromethyl)phenyl)carbamoyl)-2-(2',6'-dimethyl-5-(2-(pyrrolidin-1-yl)ethoxy)-[1,1'-biphenyl]-3-yl)-5-methyl-1H-imidazole 3-oxide C1(CC1)C(C=1C=C(C=CC1)NC(=O)C=1[N+](=C(NC1C)C=1C=C(C=C(C1)OCCN1CCCC1)C1=C(C=CC=C1C)C)[O-])(F)F